genistein potassium salt dihydrate O.O.[K].O1C=C(C(=O)C=2C(O)=CC(O)=CC12)C1=CC=C(O)C=C1